6'-bromo-7'-fluoro-2'-methyl-spiro[cyclopropane-1,1'-isoindoline]-3'-one BrC1=CC=C2C(N(C3(C2=C1F)CC3)C)=O